N[C@H]([C@@H]1[C@@H](CN(CC1)C([C@@H](CO)O)=O)C)C1=C(C=C(C(=C1)Cl)Cl)O (2R)-1-((3S,4S)-4-((R)-amino(4,5-dichloro-2-hydroxyphenyl)methyl)-3-methylpiperidin-1-yl)-2,3-dihydroxypropan-1-one